benzenesulfonyl-piperidine C1(=CC=CC=C1)S(=O)(=O)N1CCCCC1